Dimethyl((1-(6-(6-(trifluoromethyl)imidazo[1,2-b]pyridazin-3-yl)pyrimidin-4-yl)piperidin-3-yl)imino)-λ6-sulfanone CS(=O)(=NC1CN(CCC1)C1=NC=NC(=C1)C1=CN=C2N1N=C(C=C2)C(F)(F)F)C